C(C=C)(=O)OC(C(C)O)C dimethyl-Ethylene glycol acrylate